3-((2-(4-fluorophenyl)oxazol-5-yl)methyl)quinolin-2(1H)-one FC1=CC=C(C=C1)C=1OC(=CN1)CC=1C(NC2=CC=CC=C2C1)=O